5-[(1,3-dioxobutyl)amino]-1-naphthalenesulfonic acid ammonium salt [NH4+].O=C(CC(C)=O)NC1=C2C=CC=C(C2=CC=C1)S(=O)(=O)[O-]